t-amyl (2-ethylhexyl) monoperoxycarbonate C(OC(C)(C)CC)(=O)OOCC(CCCC)CC